CC1(C(C1C(=O)OCC2=C(C(=C(C(=C2F)F)COC)F)F)/C=C\\C(F)(F)F)C The molecule is a carboxylic ester resulting from the formal condensation of the carboxy group of 2,2-dimethyl-3-[(1Z)-3,3,3-trifluoroprop-1-en-1-yl]cyclopropanecarboxylic acid with the hydroxy group of 2,3,5,6-tetrafluoro-4-(methoxymethyl)benzyl alcohol. It is an unspecified mixture of isomers at the cyclopropane ring; the trifluoropropenyl side-chain has Z configuration. It is an insecticide with rapid knock-down activity. It has a role as a pyrethroid ester insecticide. It is a carboxylic ester, a tetrafluorobenzene and a member of cyclopropanes.